CN1N=C(C2=NC(=CC(=C21)O)O)C 1,3-dimethyl-1H-pyrazolo[4,3-b]pyridine-5,7-diol